tert-Butyl 5-((2-bromo-3-cyano-6,7-dihydro-5H-cyclopenta[b]pyridin-7-yl)oxy)-3-methoxy-1H-indazole-1-carboxylate BrC1=C(C=C2C(=N1)C(CC2)OC=2C=C1C(=NN(C1=CC2)C(=O)OC(C)(C)C)OC)C#N